(E)-3-fluorobenzaldehyde O-(2-chloro-6-((4,6-dimethoxypyrimidin-2-yl)thio)benzoyl) oxime ClC1=C(C(=O)O\N=C\C2=CC(=CC=C2)F)C(=CC=C1)SC1=NC(=CC(=N1)OC)OC